4-(1-benzyl-5-(3,5-dimethylisoxazol-4-yl)-1H-pyrrolo[2,3-b]pyridin-3-yl)picolinic acid C(C1=CC=CC=C1)N1C=C(C=2C1=NC=C(C2)C=2C(=NOC2C)C)C2=CC(=NC=C2)C(=O)O